C(CCCCCCCCCCCCCCCCC)(=O)[O-].C(CCCCCCCCCCCCCCCCC)(=O)[O-].C(CCC)[Sn+2]CCCC Di-n-butyl-tin distearate